hexyltin trilaurate C(CCCCCCCCCCC)(=O)[O-].C(CCCCCCCCCCC)(=O)[O-].C(CCCCCCCCCCC)(=O)[O-].C(CCCCC)[Sn+3]